alpha-Cumyl Alcohol C(C)(C)(C1=CC=CC=C1)O